dimethyl-acetamide dimethyl ketal COC(C)(N(C)C)OC